OC1(CCOCC1)C#CC1=CC=NC2=C1OC[C@@H](C(N2C)=O)NC(C2=NC=CC(=C2)OC2=CC=CC=C2)=O (S)-N-(9-((4-Hydroxytetrahydro-2H-pyran-4-yl)ethynyl)-5-methyl-4-oxo-2,3,4,5-tetrahydropyrido[3,2-b][1,4]oxazepin-3-yl)-4-phenoxypicolinamide